C(C1=CC=CC=C1)OC=1C=C(C2=CC=CC=C2C1)N1CC=2N=C(N=C(C2CC1)N1C(CNCC1)C(=O)OC)OCCN(C)C methyl 1-(7-(3-(benzyloxy)naphthalen-1-yl)-2-(2-(dimethylamino)ethoxy)-5,6,7,8-tetrahydropyrido[3,4-d]pyrimidin-4-yl)piperazine-2-carboxylate